NC1=C(C(=NC=N1)NCC1CCN(CC1)C(=O)C=1C(=NC=CC1)F)C1=CC=C(C=C1)OC1=CC=CC=C1 (4-(((6-Amino-5-(4-phenoxyphenyl)pyrimidin-4-yl)amino)methyl)piperidin-1-yl)(2-fluoropyridin-3-yl)methanon